rac-(3aR,5R,7S,7aR)-5-(2,4-dimethylphenyl)-1,3,3,7-tetramethyloctahydrobenzo[c]isoxazole CC1=C(C=CC(=C1)C)[C@H]1C[C@@H]2[C@H](N(OC2(C)C)C)[C@H](C1)C |r|